2-propoxypyrrole C(CC)OC=1NC=CC1